imidazole-3-lactic acid N1=CN(C=C1)CC(C(=O)O)O